5-methoxy-1-methyl-2-phenyl-1H-benzo[g]indazol-3(2H)-one COC=1C=C2C(N(N(C2=C2C1C=CC=C2)C)C2=CC=CC=C2)=O